2,2-bis[3-(4-aminophenoxy)phenyl]propane NC1=CC=C(OC=2C=C(C=CC2)C(C)(C)C2=CC(=CC=C2)OC2=CC=C(C=C2)N)C=C1